n-propylcyanoacrylate C(CC)C=C(C(=O)[O-])C#N